C(C)(C)(C)OC(=O)N1CCC(CC1)CN1[C@@H](CN(CC1)C(=O)OCC1=CC=CC=C1)C benzyl (R)-4-((1-(tert-butoxycarbonyl)piperidin-4-yl)methyl)-3-methylpiperazine-1-carboxylate